F[C@H]1C(CNC1)[C@H]1N=C(C2=CC=CC=C2C1)C1=CC=C(C=C1)F (3S,4S)-4-fluoropyrrolidin-3-yl-(S)-1-(4-fluorophenyl)-3,4-dihydroisoquinoline